CC(=C(C(=O)O)C)C.OCCN1C(N(C(N(C1=O)CCO)=O)CCO)=O tri(2-hydroxyethyl)isocyanuric acid tri(methyl)acrylate